4-methyl-2-[4-morpholin-4-yl-6-[4-(1H-tetrazol-5-yl)-benzylamino]-pyrimidin-2-ylamino]-thiazole-5-carboxylic acid ethyl ester C(C)OC(=O)C1=C(N=C(S1)NC1=NC(=CC(=N1)N1CCOCC1)NCC1=CC=C(C=C1)C1=NN=NN1)C